5,6-difluoro-3-[6-methyl-5-(pyrrolidin-3-yloxy)pyridin-2-yl]-1H-indazole FC=1C=C2C(=NNC2=CC1F)C1=NC(=C(C=C1)OC1CNCC1)C